4-((7-(1-(4-Chlorobenzyl)piperidin-3-yl)-2-methylpyrazolo[1,5-a]pyrimidin-3-yl)methyl)piperazin-2-one ClC1=CC=C(CN2CC(CCC2)C2=CC=NC=3N2N=C(C3CN3CC(NCC3)=O)C)C=C1